C(C)(C)(C)OC(=O)[C@@H]1[C@H](C1)COC(C)C.FC(C1=CC=C(C=C1)NC1=C(C(=O)NC2=CC(=NN2C)C(F)(F)F)C=CC=C1)(F)F 2-((4-trifluoromethylphenyl)amino)-N-(1-methyl-3-(trifluoromethyl)-1H-pyrazol-5-yl)benzamide tert-butyl-(1S,2S)-2-(isopropoxymethyl)cyclopropanecarboxylate